acryloylaminoethyltriethylammonium chloride [Cl-].C(C=C)(=O)NCC[N+](CC)(CC)CC